C1(CC1)CN(C(C1=CC(=CC(=C1)C(F)(F)F)O)=O)C(C)C=1N(N=CN1)C1=NC=CC=N1 N-(cyclopropylmethyl)-3-hydroxy-N-[1-(2-pyrimidin-2-yl-1,2,4-triazol-3-yl)ethyl]-5-(trifluoromethyl)benzamide